7-[(1R,2R,3R)-2-(4,4-difluoro-3-trimethylsiloxyoctyl)-5-keto-3-(tetrahydrofuran-2-yloxy)cyclopentyl]heptanoic acid 4-methoxybenzyl ester COC1=CC=C(COC(CCCCCC[C@@H]2[C@H]([C@@H](CC2=O)OC2OCCC2)CCC(C(CCCC)(F)F)O[Si](C)(C)C)=O)C=C1